C(C(C)C)C1=CC(=C(C#N)C=C1)N1CCN(CC1)CC=1N=NC(=CC1)OC 4-isobutyl-2-(4-((6-methoxypyridazin-3-yl)methyl)piperazin-1-yl)benzonitrile